N-(3-(1-aminocyclopropyl)phenyl)-2-(4,4-difluoroazepan-1-yl)quinoline-3-carboxamide NC1(CC1)C=1C=C(C=CC1)NC(=O)C=1C(=NC2=CC=CC=C2C1)N1CCC(CCC1)(F)F